N-(6-(2-((4-(4-methylpiperazin-1-yl)phenyl)amino)quinazolin-8-yl)pyridin-2-yl)acrylamide CN1CCN(CC1)C1=CC=C(C=C1)NC1=NC2=C(C=CC=C2C=N1)C1=CC=CC(=N1)NC(C=C)=O